tert-Butyl 7-[[2-allyl-1-[6-(1-hydroxy-1-methyl-ethyl)-2-pyridyl]-3-oxo-pyrazolo[3,4-d]pyrimidin-6-yl]amino]-3,4-dihydro-1H-isoquinoline-2-carboxylate C(C=C)N1N(C2=NC(=NC=C2C1=O)NC1=CC=C2CCN(CC2=C1)C(=O)OC(C)(C)C)C1=NC(=CC=C1)C(C)(C)O